C(C)(C)(C)OC(=O)NC1CCN(CC1)S(=O)(=O)C=1C=C(O[C@H](C(=O)OC)C)C=CC1 methyl (S)-2-(3-((4-((tert-butoxycarbonyl)amino)piperidin-1-yl)sulfonyl)phenoxy)propanoate